P([O-])([O-])([O-])=S.[S+2].P([O-])([O-])([O-])=S.[S+2].[S+2] sulfur (phosphorothioate)